1-(2-methoxyethyl)-3-(1,2,3-thiadiazol-5-yl)urea COCCNC(=O)NC1=CN=NS1